C1(CC1)C1=NC=CC(=C1)C1=NOC(=N1)[C@@H](CC)NC(=O)C=1N(N=C(C1)C(F)(F)F)C N-[(1R)-1-[3-(2-cyclopropyl-4-pyridinyl)-1,2,4-oxadiazol-5-yl]propyl]-2-methyl-5-(trifluoromethyl)pyrazole-3-carboxamide